N-hydroxy-3-(4-(piperidin-4-yl)phenyl)benzo[c]isoxazole-5-carboxamide ONC(=O)C1=CC=2C(=NOC2C2=CC=C(C=C2)C2CCNCC2)C=C1